ClCCCN1CCN(CC1)C1=C(C(=CC=C1)C)C 1-(3-chloropropyl)-4-(2,3-dimethylphenyl)piperazine